FC(C1=NC=2C(=NC(=C(N2)OC2=CC=C(C=C2)C(F)(F)F)OC2=CC=C(C=C2)C(F)(F)F)N1)(F)F 2-(trifluoromethyl)-5,6-bis(4-(trifluoromethyl)phenoxy)-1H-imidazo[4,5-b]pyrazin